C(C)O[C@H]1CC[C@H](CC1)NC1=NN2C(C=N1)=C(C=C2)C=2C=NC1=NC=CC=C1C2 N-(cis-4-ethoxycyclohexyl)-5-(1,8-naphthyridin-3-yl)pyrrolo[2,1-f][1,2,4]triazin-2-amine